alanyl-amide hydrochloride Cl.N[C@@H](C)C(=O)[NH-]